N-(5-bromopyrimidin-2-yl)-5-chloro-2-fluorobenzenesulfonamide BrC=1C=NC(=NC1)NS(=O)(=O)C1=C(C=CC(=C1)Cl)F